C(C1=CC=CC=C1)N1C[C@H](N(C[C@@H]1CN1[C@@H](COC[C@H]1C)C)C(=O)OC(C)(C)C)C tert-butyl (2R,5S)-4-benzyl-5-(((3R,5R)-3,5-dimethylmorpholino)methyl)-2-methylpiperazine-1-carboxylate